2-(2'-hydroxy-5'-methacryloxypropylphenyl)-2H-benzotriazole OC1=C(C=C(C=C1)CCCOC(C(=C)C)=O)N1N=C2C(=N1)C=CC=C2